COC(=O)[C@@H]1O[C@H]([C@H]([C@H]1C1=C(C(=C(C=C1)F)F)OC)OC)C(C)C (2R,3R,4S,5S)-3-(3,4-difluoro-2-methoxyphenyl)-5-isopropyl-4-methoxytetrahydrofuran-2-carboxylic acid methyl ester